2-(3,5-bis(1-methyl-1-phenylethyl)-2-hydroxyphenyl)-2H-benzotriazole CC(C)(C1=CC=CC=C1)C=1C(=C(C=C(C1)C(C)(C)C1=CC=CC=C1)N1N=C2C(=N1)C=CC=C2)O